2-(2-((5-(3-(aminomethyl)phenyl)-1-cyclopropyl-1H-indazol-3-yl)methoxy)phenyl)acetic acid NCC=1C=C(C=CC1)C=1C=C2C(=NN(C2=CC1)C1CC1)COC1=C(C=CC=C1)CC(=O)O